8-(2-(difluoromethyl)-2H-1,2,3-triazol-4-yl)-2-fluoro-8-methyl-7,8-dihydro-6H-cyclopenta[e]pyrazolo[1,5-a]pyrimidine-6-carboxylic acid FC(N1N=CC(=N1)C1(CC(C=2C=NC=3N(C21)N=C(C3)F)C(=O)O)C)F